(1R,3S,5R)-2-(2-(4-amino-8-methyl-6-(trifluoromethyl)-9H-pyrimido[4,5-b]indol-9-yl)acetyl)-N-(6-bromo-5-fluoro-3-methylpyridin-2-yl)-5-methyl-2-azabicyclo[3.1.0]hexane-3-carboxamide NC1=NC=NC=2N(C3=C(C=C(C=C3C21)C(F)(F)F)C)CC(=O)N2[C@@H]1C[C@@]1(C[C@H]2C(=O)NC2=NC(=C(C=C2C)F)Br)C